ClC1=C(C=C(C(=C1)F)C1=NC=NC2=CC(=CC=C12)N1CCOCC1)C(O)C1=C2N(C=NC2=NC=N1)C [2-Chloro-4-fluoro-5-(7-morpholin-4-yl-quinazolin-4-yl)-phenyl]-(7-methyl-7H-purin-6-yl)-methanol